C(CC(C)C)NC(CC1C(N(C2=C(S1)N=CC=C2)C)=O)=O N-isopentyl-2-(1-methyl-2-oxo-2,3-dihydro-1H-pyrido[2,3-b][1,4]thiazin-3-yl)acetamide